4-([1,2,3]triazol-1-yl)benzaldehyde N1(N=NC=C1)C1=CC=C(C=O)C=C1